FC=1C(=C2CN(C(C2=C(C1)F)=O)C1C(NC(CC1)=O)=O)N1C(C(NC(C1([2H])[2H])([2H])[2H])([2H])[2H])([2H])[2H] 3-(5,7-difluoro-1-oxo-4-(piperazin-1-yl-2,2,3,3,5,5,6,6-d8)isoindolin-2-yl)piperidine-2,6-dione